ClC=1C=CC=C2C=CC=C(C12)C1=C2C(=C3C(=NC(=NC3=C1)OC[C@@H]1N(C[C@@H](C1)OC)C)N1C[C@@H](NCC1)CC#N)OCCC2 2-((S)-4-(5-(8-chloronaphthalen-1-yl)-8-(((2R,4R)-4-methoxy-1-methylpyrrolidin-2-yl)methoxy)-3,4-dihydro-2H-pyrano[2,3-f]quinazolin-10-yl)piperazin-2-yl)acetonitrile